FC1=CC(=C(C=C1)C1=CC(=CC=C1)C=1OC2=C(N1)C=C(C=C2C(F)(F)F)CN[C@@H]2[C@H](CCC2)OC)C2=NN=CN2C (1S,2S)-N-((2-(4'-fluoro-2'-(4-methyl-4H-1,2,4-triazol-3-yl)-[1,1'-biphenyl]-3-yl)-7-(trifluoromethyl)benzo[d]oxazol-5-yl)methyl)-2-methoxycyclopentan-1-amine